OC1=C(C(=C)C)C=CC(=C1)C(=O)O 2-hydroxy-4-carboxy-α-methylstyrene